NC=1C(NC2=C3C=CC=NC3=C(C=C2C1C1=C2C=NNC2=C(C=C1)Cl)Cl)=O 3-Amino-6-chloro-4-(7-chloro-1H-indazol-4-yl)-1H-1,7-phenanthrolin-2-one